BrC1=C(C=C(C(=C1)F)[N+](=O)[O-])NC1=NC=CC=N1 N-(2-bromo-4-fluoro-5-nitrophenyl)pyrimidin-2-amine